FC1(C(N(C2=C(N(C1)C(C)C)N=C(N=C2)NC2=CC(=C(C(=O)O)C=C2OC)F)C)=O)F 4-((7,7-difluoro-9-isopropyl-5-methyl-6-oxo-6,7,8,9-tetrahydro-5H-pyrimido[4,5-b][1,4]diazepin-2-yl)amino)-2-fluoro-5-methoxybenzoic Acid